5-(3,3-diethylpiperazin-1-yl)-2,3-dihydro-1,4-benzodioxine C(C)C1(CN(CCN1)C1=CC=CC=2OCCOC21)CC